[6,7-dimethyl-2-[1-(2-methyl-4-pyridinyl)-6-oxo-3-piperidinyl]Pteridin-4-yl]4-Methylbenzenesulfonate CC=1N=C2C(=NC(=NC2=NC1C)C1CN(C(CC1)=O)C1=CC(=NC=C1)C)OS(=O)(=O)C1=CC=C(C=C1)C